ClC=1C2=C(N=CN1)N(C=C2)[C@@H]2OC([C@H]1OC(O[C@H]12)(C)C)[C@@H]1OCC(C2=CC=CC=C12)(F)F 4-chloro-7-[(3aR,4R,6aR)-2,2-dimethyl-6-[(1R)-4,4-difluoroisochroman-1-yl]-3a,4,6,6a-tetrahydrofuro[3,4-d][1,3]dioxol-4-yl]pyrrolo[2,3-d]pyrimidine